C(C)(C)(C)OC(=O)N1C(N(C2=C1C=CC=C2)CC2=CC=C(C=C2)CNS(=O)(=O)C)=O 3-(4-(Methanesulfonamidomethyl)benzyl)-2-oxo-2,3-dihydro-1H-benzo[d]imidazole-1-carboxylic acid tert-butyl ester